2-(3,6-dihydro-2H-pyran-4-yl)-5-methylpyridin-3-amine O1CCC(=CC1)C1=NC=C(C=C1N)C